FC=1C=C(C=C(C1)F)[C@@H]1CC=NN1C(=O)N1CC(C1)OC=1SC=C(N1)C1=C(C(=NN1C)C#N)C (S)-5-(2-((1-(5-(3,5-difluorophenyl)-4,5-dihydro-1H-pyrazole-1-carbonyl)azetidin-3-yl)oxy)thiazol-4-yl)-1,4-dimethyl-1H-pyrazole-3-carbonitrile